C(C)(C)(C)OC(NC(C=O)CCCNC(=N)N)=O 5-guanidino-1-oxopent-2-ylcarbamic acid (S)-tert-butyl ester